The molecule is a phosphatidylserine 34:2 that is the conjugate base of 1-palmitoyl-2-linoleoyl-sn-glycero-3-phospho-L-serine, in which the carboxy and phosphate groups are anionic and the amino group is cationic. CCCCCCCCCCCCCCCC(=O)OC[C@H](COP(=O)([O-])OC[C@@H](C(=O)[O-])[NH3+])OC(=O)CCCCCCC/C=C\\C/C=C\\CCCCC